5-(azetidin-3-ylmethoxy)-3-cyclopropyl-N-(4-(pyridin-2-yl)benzyl)pyrazolo[1,5-a]pyrimidin-7-amine N1CC(C1)COC1=NC=2N(C(=C1)NCC1=CC=C(C=C1)C1=NC=CC=C1)N=CC2C2CC2